SCC(C(=O)NCC(=O)O)(C)C (3-mercapto-2,2-dimethylpropanoyl)glycine